FC=1C=C(CNC(=O)C2C(N(CC2)C=2C=C3C=CNC3=CC2)=O)C=C(C1)F 1-(1H-indol-5-yl)-2-oxo-pyrrolidine-3-carboxylic acid 3,5-difluoro-benzylamide